NC1=C(C=C(N=N1)C1=C(C(=CC=C1)Cl)O)OCCC1=CC=C(C=C1)CN 2-(6-amino-5-(4-(aminomethyl)phenethoxy)pyridazin-3-yl)-6-chlorophenol